trans-4-((5-fluoro-4-(2-oxo-2H-[1,2'-bipyridin]-4'-yl)pyrimidin-2-yl)amino)cyclohexane-1-carboxamide FC=1C(=NC(=NC1)N[C@@H]1CC[C@H](CC1)C(=O)N)C1=CC(=NC=C1)N1C(C=CC=C1)=O